1H-indol-4-yl dibenzylphosphinate C(C1=CC=CC=C1)P(OC1=C2C=CNC2=CC=C1)(=O)CC1=CC=CC=C1